trans-1-(4-((6-((3r,4r)-4-(3,4-dihydroisoquinolin-2(1H)-yl)-3-hydroxypiperidin-1-carbonyl)-2-(1H-pyrazol-4-yl)pyrimidin-4-yl)amino)piperidin-1-yl)ethan-1-one C1N(CCC2=CC=CC=C12)[C@H]1[C@@H](CN(CC1)C(=O)C1=CC(=NC(=N1)C=1C=NNC1)NC1CCN(CC1)C(C)=O)O